C(C)(C)NC(O[C@H]1C[C@H](CC1)C1=CC(=NN1)NC(=O)C1=CC(=NN1C)COC)=O (1R,3S)-3-(3-(3-(methoxymethyl)-1-methyl-1H-pyrazole-5-carboxamido)-1H-pyrazol-5-yl)cyclopentyl isopropylcarbamate